FC1(CCN(CCC1)C1=C(C=C2C(=N1)CCC2)B(O)O)F [2-(4,4-Difluoroazepan-1-yl)-6,7-dihydro-5H-cyclopenta[b]pyridin-3-yl]boronic acid